ClC1=CN=CC(=N1)C=1N=C2CCCNC2=CC1 6-(6-chloropyrazin-2-yl)-1,2,3,4-tetrahydro-1,5-naphthyridine